3-Chloro-1-methyl-4,5,6,7-tetrahydro-1H-pyrazolo[4,3-c]pyridine ClC1=NN(C2=C1CNCC2)C